5-[3-(cyclopropylamino)pyrrolidin-1-yl]-N-(5-fluoro-2-methyl-1,3-benzoxazol-6-yl)pyrazine-2-carboxamide C1(CC1)NC1CN(CC1)C=1N=CC(=NC1)C(=O)NC1=CC2=C(N=C(O2)C)C=C1F